2-(2-bromo-4-pyridyl)-5-(trifluoromethyl)-2,3-dihydro-1-benzofuran BrC1=NC=CC(=C1)C1OC2=C(C1)C=C(C=C2)C(F)(F)F